tert-butyl (S)-6-(4-methoxybenzyl)-5-oxo-1,2,4,4a,5,6-hexahydro-3H-pyrazino[1,2-a]pyrido[2,3-e]pyrazine-3-carboxylate COC1=CC=C(CN2C([C@H]3N(C4=C2N=CC=C4)CCN(C3)C(=O)OC(C)(C)C)=O)C=C1